ClC=1SC(=C(C1)Cl)C 2,4-dichloro-5-methylthiophene